ethylene bis(oxoethylene) bis[3-(5-tert-butyl-4-hydroxy-m-tolyl) propionate] C(C)(C)(C)C=1C(=C(C=C(C1)C)CCC(=O)O)O.C(C)(C)(C)C=1C(=C(C=C(C1)C)CCC(=O)O)O.O=C=C.O=C=C.C=C